C1(CC1)N1CCN(CC1)C1=C(C=C(C(=C1)OC)NC1=NC=NC(=C1)N1OCC[C@@H]1C1=CC(=CC=C1)F)NC(C=C)=O N-(2-(4-cyclopropylpiperazine-1-yl)-5-((6-((R)-3-(3-fluorophenyl)isoxazolidine-2-yl)pyrimidine-4-yl)amino)-4-methoxyphenyl)acrylamide